(+)-10-camphorsulfonic acid sodium salt [Na+].C12(C(=O)CC(CC1)C2(C)C)CS(=O)(=O)[O-]